O1C(=O)C(=CC2=CC=CC=C12)C(=O)C=1C(=NC=CC1)CN coumarin-3-carbonyl-(2-aminomethylpyridine)